CC1=C(C=C(C=C1)NC(C1=CC(=CC=C1)C(F)(F)F)=O)N1CC2=C(N=C(N=C2)NC2=CC=C(C=C2)CN2CCN(CC2)C)C2(C1=O)CC2 N-(4-methyl-3-(2'-((4-((4-methylpiperazin-1-yl)methyl)phenyl)amino)-7'-oxo-5'H-spiro[cyclopropane-1,8'-pyrido[4,3-d]pyrimidine]-6'(7'H)-yl)phenyl)-3-(trifluoromethyl)benzamide